FC(OC1=CC(=NC=C1)O[C@@H]1C(CN(C1)C1=CC(=NC(=N1)C)C=1C(NC(NC1)=O)=O)(F)F)F (S)-6-(4-((4-(difluoromethoxy)pyridin-2-yl)oxy)-3,3-difluoropyrrolidin-1-yl)-2-methyl-[4,5'-bipyrimidin]-2',4'(1'H,3'H)-dione